(±)-(1R,2R,3S)-3-((5-(hydroxymethyl)-2-(methylsulfanyl)pyrimidin-4-yl)amino)-2-methylcyclopentane-1-ol OCC=1C(=NC(=NC1)SC)N[C@@H]1[C@H]([C@@H](CC1)O)C |r|